1-(3,4-difluorophenyl)-6-(1-((trans)-4-methoxycyclohexyl)-5-(3-methyl-2-oxoimidazol-1-yl)-1H-benzo[d]imidazol-2-yl)piperidin-2-one FC=1C=C(C=CC1F)N1C(CCCC1C1=NC2=C(N1[C@@H]1CC[C@H](CC1)OC)C=CC(=C2)N2C(N(C=C2)C)=O)=O